(2S,4R)-1-[(2S)-2-(4-cyclopropyltriazol-1-yl)-3,3-dimethyl-butanoyl]-4-hydroxy-N-[5-oxo-1-(4-phenoxyphenyl)pyrrolidin-3-yl]pyrrolidine-2-carboxamide C1(CC1)C=1N=NN(C1)[C@H](C(=O)N1[C@@H](C[C@H](C1)O)C(=O)NC1CN(C(C1)=O)C1=CC=C(C=C1)OC1=CC=CC=C1)C(C)(C)C